1-(benzylamino)-N-{4-[(5-cyanopyridin-2-yl)amino]cyclohexyl}-N-[4-(piperazin-1-yl)phenyl]methaneamide C(C1=CC=CC=C1)NC(=O)N(C1=CC=C(C=C1)N1CCNCC1)C1CCC(CC1)NC1=NC=C(C=C1)C#N